3,4-bis(t-butyldimethylsilyloxy)benzaldehyde [Si](C)(C)(C(C)(C)C)OC=1C=C(C=O)C=CC1O[Si](C)(C)C(C)(C)C